C(C)(C)(C)OC(=O)N1CC(C1)=O.C(#N)C=1C=NN2C1C(=CC(=C2)C=2C=NN(C2C)C2CCN(CC2)C2CN(C2)C(=O)OC(C)(C)C)OC tert-Butyl 3-[4-(4-[3-cyano-4-methoxypyrazolo[1,5-a]pyridin-6-yl]-5-methylpyrazol-1-yl)piperidin-1-yl]azetidine-1-carboxylate tert-Butyl-3-oxoazetidine-1-carboxylate